pyridine compound with benzyl bromide C(C1=CC=CC=C1)Br.N1=CC=CC=C1